[2-[[1-[2-chloro-4-[[5-[6-(dimethylamino)-2,5-difluoro-3-pyridyl]-1-methyl-imidazole-2-carbonyl]amino]benzoyl]-4-piperidyl]amino]-2-oxo-ethyl]-trimethyl-ammonium ClC1=C(C(=O)N2CCC(CC2)NC(C[N+](C)(C)C)=O)C=CC(=C1)NC(=O)C=1N(C(=CN1)C=1C(=NC(=C(C1)F)N(C)C)F)C